FC(COS(=O)(=O)C1=CC=CC=C1)(F)F 2-trifluoroethoxysulfonyl-benzene